11-((4-aminopiperidin-1-yl)methyl)-4-ethyl-8-fluoro-4-hydroxy-9-methoxy-1H-pyrano[3',4':6,7]indolizino[1,2-b]quinoline-3,14(4H,12H)-dione NC1CCN(CC1)CC1=C2C(=NC=3C=C(C(=CC13)OC)F)C1=CC3=C(C(N1C2)=O)COC(C3(O)CC)=O